C(#C)C1=CC(=CN=N1)C1=NC=2C=CC3=C(C2C=C1)C1=C(S3)C(N[C@@H](CN1)C)=O (R)-3-(6-ethynylpyridazin-4-yl)-10-methyl-9,10,11,12-tetrahydro-8H-[1,4]diazepino[5',6':4,5]thieno[3,2-f]quinolin-8-one